(5-acetyl-2-chlorophenyl)boronic acid C(C)(=O)C=1C=CC(=C(C1)B(O)O)Cl